NN1C=NC(=C2N3C(N=C12)N(C(N3CC3CC3)=O)CCN3N=C(C=C3C(=O)NC3CC3)C)C=3OC=CC3 2-[2-[5-Amino-1-(cyclopropylmethyl)-8-(2-furyl)-2-oxo-[1,2,4]triazolo[5,1-f]purin-3-yl]ethyl]-N-cyclopropyl-5-methyl-pyrazole-3-carboxamide